1-((2S,4S,5R)-4-hydroxy-5-(hydroxymethyl)-5-vinyltetrahydrofuran-2-yl)-2,4-dioxo-1,2,3,4-tetrahydropyrimidine-5-carbonitrile O[C@H]1C[C@H](O[C@]1(C=C)CO)N1C(NC(C(=C1)C#N)=O)=O